9-(butylthio)-11-oxo-2,3,6,7-tetrahydro-1H,5H,11H-pyrano[2,3-f]Pyrido[3,2,1-ij]Quinoline-10-carbaldehyde C(CCC)SC1=C(C(OC2=C3CCCN4C3=C(C=C21)CCC4)=O)C=O